C(C\C=C/CC)[Mg]Cl (Z)-hex-3-en-1-ylmagnesium chloride